CS(=O)(=O)N1N=C(C=C1)B1OC(C(O1)(C)C)(C)C 1-(Methylsulfonyl)-3-(4,4,5,5-tetramethyl-1,3,2-dioxaborolan-2-yl)-1H-pyrazole